ClC=1C=C2C=C(NC2=CC1OCC=1C=NC=CC1F)CNC(=O)C1(CC1)C N-({5-chloro-6-[(4-fluoro-3-pyridyl)methoxy]-2-indolyl}methyl)1-methylcyclopropanecarboxamide